Ethyl 5-[(E)-2-[(tert-butoxycarbonylamino) methyl]-3-fluoro-allyloxy]-1,2-dimethyl-indole-3-carboxylate C(C)(C)(C)OC(=O)NC/C(/COC=1C=C2C(=C(N(C2=CC1)C)C)C(=O)OCC)=C\F